C(#N)C=1C=C(C=CC1)C(CCC1CC1)(N[S@](=O)C(C)(C)C)C=1C=CC(=C(C1)NC(=O)[C@@H]1N(C[C@@H](C1)OC)C(=O)NC1=CC=C(C=C1)OC)F (2R,4R)-N2-(5-((-)-1-(3-cyanophenyl)-3-cyclopropyl-1-((R)-1,1-dimethylethylsulfinamido)propyl)-2-fluorophenyl)-4-methoxy-N1-(4-methoxyphenyl)pyrrolidine-1,2-dicarboxamide